O=C1N(CC2=C(C=CC=C12)OCC1=CC=C(C=C1)CN1CC=2N(CC1)C=C(N2)C(F)(F)F)C2C(NC(CC2)=O)=O 3-(1-OXO-4-((4-((2-(TRIFLUOROMETHYL)-5,6-DIHYDROIMIDAZO[1,2-A]PYRAZIN-7(8H)-YL)METHYL)BENZYL)OXY)ISOINDOLIN-2-YL)PIPERIDINE-2,6-DIONE